N[C@@H]1C[C@@H](C=2C=C(C(=C(C2C1)F)N1CC(NS1(=O)=O)=O)O)C 5-[(5S,7R)-7-amino-1-fluoro-3-hydroxy-5-methyl-5,6,7,8-tetrahydronaphthalen-2-yl]-1λ6,2,5-thiadiazolidine-1,1,3-trione